CCC/C=C/C=C/C=C nonatriene